3-(6-Chloro-3-((1-(4-(2,2-difluoroethyl)-3-ethyl-7-methyl-5-oxo-4,5-dihydro-3H-pyrazolo[3,4-c]isoquinolin-9-yl)ethyl)amino)pyridin-2-yl)-1,2,4-oxadiazol-5(4H)-one ClC1=CC=C(C(=N1)C1=NOC(N1)=O)NC(C)C=1C=2C3=C(N(C(C2C=C(C1)C)=O)CC(F)F)N(N=C3)CC